(5S)-3-((2-((S)-amino(cycloheptyl)methyl)imidazo[1,2-b]pyridazin-6-yl)methyl)-5-(trifluoromethyl)piperidin-2-one N[C@H](C=1N=C2N(N=C(C=C2)CC2C(NC[C@H](C2)C(F)(F)F)=O)C1)C1CCCCCC1